C1(CC1)[C@]1(C(N(C[C@H]1C)C=1C2=C(N=CN1)C=C(S2)C=2C=NN(C2)C)=O)C#N (3R,4S)-3-cyclopropyl-4-methyl-1-(6-(1-methyl-1H-pyrazol-4-yl)thieno[3,2-d]pyrimidin-4-yl)-2-oxopyrrolidine-3-carbonitrile